C1=C(C=CC2=CC=CC=C12)CCC1=CC2=CC=CC=C2C=C1 1,2-di(naphthalen-2-yl)ethane